ClC=1C(=CC(=C(C1)S(=NC(C1=CC(=CC=C1)OC(F)(F)F)=O)(=O)CC)C)N=CN(C)CC N-((5-Chloro-4-(((ethyl(methyl)amino)methylen)amino)-2-methylphenyl)(ethyl)(oxo)-λ6-sulfaneyliden)-3-(trifluoromethoxy)benzamid